2-(2-bromo-4-fluorophenyl)acetic acid BrC1=C(C=CC(=C1)F)CC(=O)O